2-(2-chlorophenoxy)-3-fluoroaniline ClC1=C(OC2=C(N)C=CC=C2F)C=CC=C1